CC1=CC(=O)[C@H]([C@]2([C@H]1C[C@@H]3[C@]45[C@@H]2[C@H]([C@@H]([C@]([C@@]4([C@H](C(=O)O3)O)O)(OC5)C)O)O)C)O The molecule is a quassinoid that is 13,20-epoxypicras-3-ene substituted by hydroxy groups at positions 1, 11, 12, 14 and 15 and oxo groups at positions 2 and 16. Isolated from the ethanol extract of the stem of Brucea mollis, it exhibits cytotoxic activity. It has a role as a metabolite, an antineoplastic agent and a plant metabolite. It is a delta-lactone, a pentol, a quassinoid, an organic heteropentacyclic compound and a secondary alpha-hydroxy ketone. It derives from a hydride of a picrasane.